O1C=CN=CCC1 6H-[1,4]oxazepine